FC=1C=CC(=NC1)NC1=NN(C2=C1C=NC(=C2)C(=O)N2CCC(CC2)(C)O)CC(F)(F)F [3-(5-Fluoro-pyridin-2-ylamino)-1-(2,2,2-trifluoro-ethyl)-1H-pyrazolo[4,3-c]pyridin-6-yl]-(4-hydroxy-4-methyl-piperidin-1-yl)-methanone